O1C(=NC=C1)C=1C=C(CNC(OCCC=2C(OC3=CC(=CC=C3C2C)N(CC)CC)=O)=O)C=CC1 2-(7-(diethylamino)-4-methyl-2-oxo-2H-chromen-3-yl)ethyl (3-(oxazol-2-yl)benzyl)carbamate